(S)-N3-Methyl-1-(1-phenylethyl)-1H-pyrazole-3,5-dicarboxamide CNC(=O)C1=NN(C(=C1)C(=O)N)[C@@H](C)C1=CC=CC=C1